BrC=1C(=C(C=CC1)CBr)F bromo-1-(bromomethyl)2-fluorobenzene